2-[[2-tert-butoxycarbonyl-4-chloro-5-[3-[[1-[[3-[3-(4-oxo-1-piperidyl)propanoylamino]phenyl]methylsulfonyl]-4-piperidyl]amino]phenyl]-3-thienyl]oxy]acetic acid C(C)(C)(C)OC(=O)C=1SC(=C(C1OCC(=O)O)Cl)C1=CC(=CC=C1)NC1CCN(CC1)S(=O)(=O)CC1=CC(=CC=C1)NC(CCN1CCC(CC1)=O)=O